N-(4-bromobenzyl)hydroxylamine BrC1=CC=C(CNO)C=C1